3-[(6R,7R)-4-Benzyl-6-hydroxy-7-isobutyl-1,4-diazepane-1-carbonyl]-N-[4-chloro-6-(2,6-dimethylphenyl)pyrimidin-2-yl]benzenesulfonamide C(C1=CC=CC=C1)N1CCN([C@@H]([C@@H](C1)O)CC(C)C)C(=O)C=1C=C(C=CC1)S(=O)(=O)NC1=NC(=CC(=N1)Cl)C1=C(C=CC=C1C)C